N1=C(C=CC2=CC=CC=C12)C=1NC(NN1)=S 5-(quinolin-2-yl)-2,4-dihydro-3H-1,2,4-triazole-3-thione